ClC=1C=C2N=CC(=NC2=CC1Cl)C1OC1C=1OC(=CC1)[N+](=O)[O-] 6,7-dichloro-2-(3-(5-nitrofuran-2-yl)oxiran-2-yl)quinoxaline